calcium dilysine N[C@@H](CCCCN)C(=O)O.N[C@@H](CCCCN)C(=O)O.[Ca]